C(C)(C)(C)C1=CC=C(C[C@@H](NC(C(C)(C)C)=O)C(=O)O)C=C1 (R)-4-tert-butyl-pivaloyl-phenylalanine